N-(7-ethoxy-4-(3-(4-fluorophenyl)-1-methyl-1H-pyrazol-4-yl)pyrido[3,2-d]pyrimidin-6-yl)-3-oxabicyclo[3.1.0]hexane-1-carboxamide C(C)OC1=CC=2N=CN=C(C2N=C1NC(=O)C12COCC2C1)C=1C(=NN(C1)C)C1=CC=C(C=C1)F